OCC[N+]1(CC(N(CC1)CCO)CC)CC 1,4-bis(2-hydroxyethyl)-1,3-diethylpiperazinium